C(CCCCCCCCCC)NCCCCN N-undecylbutane-1,4-diamine